3-[1-(2-iodoethoxy)ethyl]-1H-isochromen-1-one ICCOC(C)C=1OC(C2=CC=CC=C2C1)=O